COC[C@H]1C[C@@H](CN1C(C=C)=O)N1N=CC(=C1)C(=O)N 1-[(3S,5R)-5-(methoxymethyl)-1-(prop-2-enoyl)pyrrolidin-3-yl]Pyrazole-4-carboxamide